(sulfonyl)cyclobutanone S(=O)(=O)=C1C(CC1)=O